(S)-2-((tert-butoxycarbonylamino)methylpyrrolidin-1-yl)-5-oxopentanoic acid C(C)(C)(C)OC(=O)NCC1N(CCC1)[C@H](C(=O)O)CCC=O